C(CCCC)C1C=CC=C1 1-pentyl-2,4-cyclopentadiene